C1(CC1)OC=1C=C(C=CC1)C1=CC(=NN1C1=C(C=CC=C1)N1CCOCC1)COC(C(=O)OC)(C)C Methyl 2-([5-(3-cyclopropoxyphenyl)-1-[2-(morpholin-4-yl)phenyl]-1H-pyrazol-3-yl]methoxy)-2-methylpropanoate